5-[5-(difluoromethyl)pyrazol-1-yl]-1,3,4-thiadiazol-2-amine FC(C1=CC=NN1C1=NN=C(S1)N)F